FC=1C(=CC(=NC1)C=1N=NN(C1)C)OC1CN(C1)C=O (3-((5-fluoro-2-(1-methyl-1H-1,2,3-triazol-4-yl)pyridin-4-yl)oxy)azetidin-1-yl)methanone